methyl 2,3-dihydrobenzofuran-7-carboxylate O1CCC2=C1C(=CC=C2)C(=O)OC